4-tert-butyl-2-(1H-pyrazol-1-yl)pyridine C(C)(C)(C)C1=CC(=NC=C1)N1N=CC=C1